C(C)OC(CC(C)N(C)C(CC(=O)OCC)=O)=O Ethyl-3-[(3-ethoxy-3-oxopropanoyl)(methyl)amino]butanoate